p-phenylphenylethanol citrate C(CC(O)(C(=O)O)CC(=O)O)(=O)O.C1(=CC=CC=C1)C1=CC=C(C=C1)C(C)O